S1C2=C(C=C1CC[C@H]1N(CCC3=CC(=C(C=C13)OCC)OC)C=O)C=CC=C2 (R)-1-(2-(benzo[b]thiophen-2-yl)ethyl)-7-ethoxy-6-methoxy-3,4-dihydroisoquinoline-2(1H)-formaldehyde